NC\C=C(\CN1C=NC2=C1C=C(C=C2C2=C(C=CC(=C2)S(N(CC)CC)(=O)=O)OC)C(=O)OC)/F Methyl (Z)-1-(4-amino-2-fluorobut-2-en-1-yl)-4-(5-(N,N-diethylsulfamoyl)-2-methoxyphenyl)-1H-benzo[d]imidazole-6-carboxylate